C(C=CCCCCCCCCCCCCCCC)(N)(N)N octadecenetriamine